C(C)(C)(C)OC(=O)N([C@H](C(=O)O)C1=CC=C(C=C1)F)C (S)-2-((tert-butoxycarbonyl)(methyl)amino)-2-(4-fluorophenyl)acetic Acid